FC=1C=CC(=C(C1)C1=CC=C2C(C(COC2=C1)(C)C)NC(O[C@@H]1CN2CCC1CC2)=O)OC (S)-quinuclidin-3-yl (7-(5-fluoro-2-methoxyphenyl)-3,3-dimethylchroman-4-yl)carbamate